NC1=NC=C(C2=C1C=NN2)NC(=O)C(=O)N([C@H](C)C2=C(C=C(C=C2)C(F)(F)F)F)CC |r| Racemic-N-(4-amino-1H-pyrazolo[4,3-c]pyridin-7-yl)-N'-ethyl-N'-[1-[2-fluoro-4-(trifluoromethyl)phenyl]ethyl]oxamide